O1C(CCCC1)O[C@@H](C)C=1N=C(N(C1)CC1=NOC(=C1)C1=CC=C(C=C1)C#CC#CC=1C=NC=CC1)CCO 2-((1S)-1-((tetrahydro-2H-pyran-2-yl)oxy)ethyl-1-((5-(4-(pyridin-3-ylbutan-1,3-diyn-1-yl)phenyl)isoxazol-3-yl)methyl)-1H-imidazol-2-yl)ethan-1-ol